C(N)(=O)C=1C=C(C=CC1F)NC(=O)[C@H]1O[C@@]([C@H]([C@@H]1C1=C(C(=C(C=C1)F)F)OC(F)F)C)(C(F)(F)F)C (2S,3R,4S,5S)-N-(3-carbamoyl-4-fluorophenyl)-3-(2-(difluoromethoxy)-3,4-difluorophenyl)-4,5-dimethyl-5-(trifluoromethyl)tetrahydrofuran-2-carboxamide